4-bromo-1-methylindazol-7-amine BrC1=C2C=NN(C2=C(C=C1)N)C